(S)-4-(tert-butoxy-carbonyl)morpholine-3-carboxylic acid C(C)(C)(C)OC(=O)N1[C@@H](COCC1)C(=O)O